CN(C)C(N(C)C)(N(C)C)C1=C(C=CC=C1)O tri-(dimethylamino)methylphenol